[C+4].[Si]([O-])([O-])([O-])[O-].[Li+] lithium orthosilicate carbon